[Br-].C1(=CCCCC1)CC[NH3+] 2-(1-cyclohexenyl)ethyl-ammonium bromide